C1(CCCCC1)C1(NC(=NC=C1C=1C=NN(C1)C)NC1=C(C=CC=C1)C)N 4-cyclohexyl-5-(1-methyl-1H-pyrazol-4-yl)-N2-(o-tolyl)pyrimidine-2,4-diamine